N[C@H](C1CCN(CC1)C(=O)OC(C)(C)C)C1=C(C=C(C(=C1)Cl)Cl)OCC=C tert-butyl 4-[(R)-amino[4,5-dichloro-2-(prop-2-en-1-yloxy)phenyl]methyl]piperidine-1-carboxylate